FC1=NC=CC=C1CN(CCCCN)CC1=CN(C2=CC=CC=C12)S(=O)(=O)C1=CC=CC=C1 N'-((2-fluoropyridin-3-yl)methyl)-N'-((1-(phenylsulfonyl)-1H-indol-3-yl)methyl)butane-1,4-diamine